C(C)(C)(C)C1=CC=C(C=C1)NC1CCC(CC1)(N)C N1-(4-(tert-butyl)phenyl)-4-methylcyclohexane-1,4-diamine